COC1=CC=C(C=C1)OC1=C(C(=O)O)C=CC=C1 2-(4-methoxyphenyloxy)benzoic acid